OCC1=CC2=C(OCC(N2)=O)C=C1 6-(Hydroxymethyl)-2H-benzo[b][1,4]oxazin-3(4H)-one